(R)-3-isobutoxy-7-isopropyl-2-methyl-11-oxo-6,7-dihydro-11H-benzo[f]pyrido[1,2-d][1,4]oxazepine-10-carboxylic acid C(C(C)C)OC1=CC2=C(C=3N([C@@H](CO2)C(C)C)C=C(C(C3)=O)C(=O)O)C=C1C